2-(2-pyridyl)-1-(phenyl)ethylacetamide N1=C(C=CC=C1)CC(C1=CC=CC=C1)CC(=O)N